4-[[3-fluoro-2-methoxy-propyl]-[4-(5,6,7,8-tetrahydro-1,8-naphthyridin-2-yl)butyl]amino]-2-[[1-[3-(trifluoromethyl)pyrazin-2-yl]cyclopropanecarbonyl]amino]butanoic acid FCC(CN(CCC(C(=O)O)NC(=O)C1(CC1)C1=NC=CN=C1C(F)(F)F)CCCCC1=NC=2NCCCC2C=C1)OC